N-[(1-{4-[(5-cyclopropyl-2-pyridinyl)oxy]benzyl}-4-hydroxy-2-oxo-1,2,5,6-tetrahydro-3-pyridinyl)carbonyl]glycine C1(CC1)C=1C=CC(=NC1)OC1=CC=C(CN2C(C(=C(CC2)O)C(=O)NCC(=O)O)=O)C=C1